OC(=O)C(F)(F)F.ClC1=CC=C(CN2C3(CCNC3)C(N(CC2=O)CC2=CC=C(C=C2)OC)=O)C=C1 6-(4-chlorobenzyl)-9-(4-methoxybenzyl)-2,6,9-triazaspiro[4.5]decane-7,10-dione TFA salt